2-{5-[(1-Ethylpiperidin-4-yl)(methyl)amino][1,3]thiazolo[5,4-d][1,3]thiazol-2-yl}-5-(1H-pyrazol-4-yl)pyridin-3-ol Hydrochlorid Cl.C(C)N1CCC(CC1)N(C=1SC2=C(N1)SC(=N2)C2=NC=C(C=C2O)C=2C=NNC2)C